OC1=C(C=CC=C1C=O)C=O 2-hydroxy-M-benzenedicarboxaldehyde